O1C(OCC1)C1=CC(=C(C(=C1C(CF)O)F)[Si](C)(C)C)F (6-(1,3-dioxolan-2-yl)-2,4-difluoro-3-(trimethylsilyl)phenyl)-2-fluoroethan-1-ol